FC1(CCN(CC1)C1=NC(=NC=C1)NC1CC2(CC(C2)OC2=C(C(=O)N)C=CC=N2)C1)F 2-(((2S,4s,6S)-6-((4-(4,4-difluoropiperidin-1-yl)pyrimidin-2-yl)amino)spiro[3.3]heptan-2-yl)oxy)nicotinamide